4-((4-(8-methoxy-8-oxooctanamido)benzyl)amino)-4-oxobutanoic acid COC(CCCCCCC(=O)NC1=CC=C(CNC(CCC(=O)O)=O)C=C1)=O